rel-(R)-4-(6-(4-(tert-butyl)-5-chloro-2-methylphenyl)-2-methyl-4-oxo-1,4-dihydropyridin-3-yl)oxazolidin-2-one C(C)(C)(C)C1=CC(=C(C=C1Cl)C1=CC(C(=C(N1)C)[C@H]1NC(OC1)=O)=O)C |o1:18|